potassium tert.butylhydroxide C(C)(C)(C)O.[K]